Methyl 5-(1-cyanocyclopentyl)-2-methoxy-3-(methylcarbamoyl)benzoate C(#N)C1(CCCC1)C=1C=C(C(=C(C(=O)OC)C1)OC)C(NC)=O